CN(C=1C=C(C=CC1)\C=C(/C)\[C@H]1OC(C[C@@H](CC[C@@H]([C@H](/C=C/[C@@H]1C)OC(=O)N1CCN(CC1)C)C)O)=O)C 4-methylpiperazine-1-carboxylic acid (2s,3s,6r,7s,10r,E)-2-((E)-1-(3-(dimethylamino) phenyl) prop-1-en-2-yl)-10-hydroxy-3,7-dimethyl-12-oxooxacyclododec-4-en-6-yl ester